N-((1R,2R)-2-methoxycyclobutyl)-7-(methylamino)-5-((5'-(oxetan-3-yl)-2-oxo-2H-[1,2'-bipyridyl]-3-yl)amino)pyrazolo[1,5-a]pyrimidine-3-carboxamide CO[C@H]1[C@@H](CC1)NC(=O)C=1C=NN2C1N=C(C=C2NC)NC=2C(N(C=CC2)C2=NC=C(C=C2)C2COC2)=O